4-amino-1-((2R,4S,5R)-4-(benzyloxy)-5-((benzyloxy)methyl)-5-(fluoromethyl)tetrahydrofuran-2-yl)-5-bromopyrimidin-2(1H)-one NC1=NC(N(C=C1Br)[C@@H]1O[C@]([C@H](C1)OCC1=CC=CC=C1)(CF)COCC1=CC=CC=C1)=O